CN1C(=CC2=CC=CC=C12)CCCC=C 1-methyl-2-(4-pentenyl)-indole